N-(7-chloro-6-(1-(4-hydroxy-3-methyltetrahydrofuran-3-yl)piperidin-4-yl)isoquinolin-3-yl)-6-(trifluoromethyl)tetrahydro-2H-pyran-3-carboxamide ClC1=C(C=C2C=C(N=CC2=C1)NC(=O)C1COC(CC1)C(F)(F)F)C1CCN(CC1)C1(COCC1O)C